5-n-dodecanoylsalicylic acid C(CCCCCCCCCCC)(=O)C1=CC=C(C(C(=O)O)=C1)O